ClC=1C(=C(C=CC1)NC=1C2=C(N=CN1)C=CC(=N2)N2[C@@H]1CN([C@H](C2)C1)C(C#CC)=O)F 1-((1S,4S)-5-(4-((3-chloro-2-fluorophenyl)amino)pyrido[3,2-d]pyrimidin-6-yl)-2,5-diazabicyclo[2.2.1]heptan-2-yl)but-2-yn-1-one